2,3-dihydro-1H-indene-5-carboximidamide C1CCC2=CC(=CC=C12)C(N)=N